FC(C1=CC=C(C=C1)[C@@H]1CC[C@H](CC1)C(=O)NC1=CC(=C(C=C1)O)S(=O)(=O)C)(F)F trans-4-(4-trifluoromethylphenyl)-N-(4-hydroxy-3-(methylsulfonyl)phenyl)cyclohexane-1-carboxamide